ClC=1N=C2C(=NC1)N(C=C2C2=NC(=C(C(=N2)N[C@@H]2[C@H](C1CCC2CC1)C(=O)OCCCCCCC)F)C=1SC=CC1)C(C1=CC=CC=C1)(C1=CC=CC=C1)C1=CC=CC=C1 (2S,3S)-heptyl 3-((2-(2-chloro-5-trityl-5H-pyrrolo[2,3-b]pyrazin-7-yl)-5-fluoro-6-(thiophen-2-yl)pyrimidin-4-yl)amino)bicyclo[2.2.2]octane-2-carboxylate